CC1=CC=CC(=N1)C1=NNC=C1C1=CC=C2C=NNC2=C1 6-[3-(6-methylpyridin-2-yl)-1H-pyrazol-4-yl]-1H-indazol